N,N'-bis(naphthalene-1-yl)-N,N'-bis(phenyl)benzidine C1(=CC=CC2=CC=CC=C12)N(C1=CC=C(C=C1)C1=CC=C(N(C2=CC=CC=C2)C2=CC=CC3=CC=CC=C23)C=C1)C1=CC=CC=C1